N1CC2(CCC1)OCC1=C2N=CN=C1 5H-spiro[furo[3,4-d]pyrimidine-7,3'-piperidine]